androstenediol C[C@@]12CC[C@H]3[C@@H](CC=C4C[C@@H](O)CC[C@]34C)[C@@H]2CC[C@@H]1O